5-azaspiro[2.5]octan-8-yl-[(3S)-3-(2-methylthiazol-4-yl)isoxazolidin-2-yl]methanone C1CC12CNCCC2C(=O)N2OCC[C@H]2C=2N=C(SC2)C